tert-butyl {(1R)-1-[3-(1,1-difluoro-3-methyl-2-oxobutyl)-2-fluorophenyl]ethyl}carbamate FC(C(C(C)C)=O)(F)C=1C(=C(C=CC1)[C@@H](C)NC(OC(C)(C)C)=O)F